5-methyl-1-(((S)-oxetan-2-yl)methyl)-1H-imidazole-4-carboxylic acid ethyl ester C(C)OC(=O)C=1N=CN(C1C)C[C@H]1OCC1